2-amino-1-(3-methoxy-2,6-dimethylphenyl)-6,7-dihydro-1H-pyrrolo[2',3':3,4]pyrazolo[1,5-a]pyridine-3-carboxamide NC1=C(C=2C(=NN3C2C=CCC3)N1C1=C(C(=CC=C1C)OC)C)C(=O)N